C12(CC3CC(CC(C1)C3)C2)N2CN(C=C2)C 3-(adamantan-1-yl)-1-methylimidazole